CC1=CC(=CC(=N1)N1[C@@H](CCC1)C(=O)N(C1=CC=C(C=C1)C)CCCN1CCCC1)C(F)(F)F (S)-1-(6-methyl-4-(trifluoromethyl)pyridin-2-yl)-N-(3-(pyrrolidin-1-yl)propyl)-N-(p-tolyl)pyrrolidine-2-carboxamide